C(C)(C)[C@H]1CC[C@H](CC1)C1N(C(C2(CCNCC2)C2=CC=CC=C12)=O)CCNNS(=O)=O N-(2-(1-(cis-4-isopropylcyclohexyl)-3-oxo-1H-spiro[isoquinoline-4,4-piperidin]-2(3H)-yl)ethyl)aminosulfonamide